2-bromo-6-(2-benzyloxyphenyl)pyridine BrC1=NC(=CC=C1)C1=C(C=CC=C1)OCC1=CC=CC=C1